C1(CC1)C1=C(C(=NO1)C1=C(C=CC=C1Cl)Cl)CO[C@H]1[C@@H]2C(N([C@H](C1)C2)C=2SC1=C(N2)C(=CC(=C1)C(=O)O)O[C@@H]1COCC1)=O 2-((1S,4R,5R)-5-((5-cyclopropyl-3-(2,6-dichlorophenyl)isoxazol-4-yl)methoxy)-3-oxo-2-azabicyclo[2.2.1]heptan-2-yl)-4-(((S)-tetrahydrofuran-3-yl)oxy)benzo[d]thiazole-6-carboxylic acid